2-(3-chloro-5-fluoro-4-methylpyridin-2-yl)-2-methylpropanamide ClC=1C(=NC=C(C1C)F)C(C(=O)N)(C)C